ethyl (E)-5-(1,3-dithian-2-yl)hex-2-enoate S1C(SCCC1)C(C/C=C/C(=O)OCC)C